ClC=1C(=CC(=C(C1)N(C(=O)[C@@H]1[C@H]2[C@@](C(N1C1=NC(=CC(=C1)C(F)(F)F)C)=O)(OC(O2)(C)C)C2CC2)C)F)F (3aS,4S,6aS)-N-(5-chloro-2,4-difluorophenyl)-6a-cyclopropyl-N,2,2-trimethyl-5-(6-methyl-4-(trifluoromethyl)pyridin-2-yl)-6-oxotetrahydro-4H-[1,3]dioxolo[4,5-c]pyrrole-4-carboxamide